C1(CC1)C1=NC(=CC(=C1)C1=C(C=C(C#N)C=C1)C1=NN=CN1C)N1C(C2=CC(=CC=C2C1)CNC[C@@H]1COCC1)=O 4-{2-Cyclopropyl-6-[1-oxo-6-({[(3R)-oxolan-3-ylmethyl]amino}methyl)-3H-isoindol-2-yl]pyridin-4-yl}-3-(4-methyl-1,2,4-triazol-3-yl)benzonitrile